FC1CC2(C(N(C=3C=NC=4C=C(C(=CC4C32)C=3C=C(C(=NC3)OCCNC(C)C)NS(=O)(=O)C)F)C)=O)C1 N-(5-(3,7'-Difluoro-3'-methyl-2'-oxo-2',3'-dihydrospiro[cyclobutane-1,1'-pyrrolo[2,3-c]quinolin]-8'-yl)-2-(2-(isopropylamino)ethoxy)pyridin-3-yl)methanesulfonamide